N-(8-fluoro-7-methoxy-2-methyl-imidazo[1,2-a]pyridin-6-yl)acetamide FC=1C=2N(C=C(C1OC)NC(C)=O)C=C(N2)C